CC1=CC=C(OCC2=CC=C(C=C2)/C=C/C(=O)C2=CC=CC=C2)C=C1 (E)-3-[4-[(4-methyl-phenoxy)methyl]phenyl]-1-phenylprop-2-en-1-one